C(#N)C1=CC(=NC=C1)CCl 4-cyano-2-chloromethylpyridine